CC1=C(C=CC(=C1)I)I 2-methyl-p-diiodobenzene